NC1=C(C(N(N1NC(SCC=C)=O)C(C)C)=O)C1=C(C=CC=C1)C S-2-propen-1-yl 5-amino-2,3-dihydro-2-(1-methylethyl)-4-(2-methylphenyl)-3-oxo-1H-pyrazole-1-thiocarbamate